3-Amino-N-(4-{[1,4,7,10-tetrakis({[1-(benzyloxy)-6-oxopyridin-2-yl]methyl})-1,4,7,10-tetraazacyclododecan-2-yl]methyl}phenyl)propenamide NC=CC(=O)NC1=CC=C(C=C1)CC1N(CCN(CCN(CCN(C1)CC=1N(C(C=CC1)=O)OCC1=CC=CC=C1)CC=1N(C(C=CC1)=O)OCC1=CC=CC=C1)CC=1N(C(C=CC1)=O)OCC1=CC=CC=C1)CC=1N(C(C=CC1)=O)OCC1=CC=CC=C1